NC1=NC(=NC(=C1)Cl)N1CCN(CC1)C(=O)O.FC1=C(C=CC(=C1)C(F)(F)F)COC1CN(C1)C(CCC1COCC(N1)=O)=O (-)-5-[3-[3-[[2-fluoro-4-(trifluoromethyl)phenyl]methoxy]azetidin-1-yl]-3-oxo-propyl]morpholin-3-one 4-(4-amino-6-chloropyrimidin-2-yl)piperazine-1-carboxylate